2-bromo-5-fluoroisonicotinaldehyde BrC=1C=C(C=O)C(=CN1)F